isopropyl trans-N-[4-[5-[2-(ethylsulfamoyl)-4-[(2-isopropylpyrimidin-4-yl)amino]phenyl]thiazol-2-yl]cyclohexyl]carbamate C(C)NS(=O)(=O)C1=C(C=CC(=C1)NC1=NC(=NC=C1)C(C)C)C1=CN=C(S1)[C@@H]1CC[C@H](CC1)NC(OC(C)C)=O